COC1=C(CN(S(=O)(=O)C2=NC=C(C(=C2)C)F)C2=NC(=CC=C2)F)C=CC(=C1)OC N-(2,4-dimethoxybenzyl)-5-fluoro-N-(6-fluoropyridin-2-yl)-4-methylpyridine-2-sulfonamide